N-(2-(1-cyclopropyl-2-hydroxy-2-methylpropyl)-3-oxoisoindolin-4-yl)-2-methyl-2H-indazole-4-carboxamide C1(CC1)C(C(C)(C)O)N1CC2=CC=CC(=C2C1=O)NC(=O)C=1C2=CN(N=C2C=CC1)C